N1N=CC(=C1)CC=1C=NC=2C(=C(N(C(C2C1)=O)C1=C(C(=CC=C1C)O)C)N)C(=O)N 3-((1H-pyrazol-4-yl)methyl)-7-amino-6-(3-hydroxy-2,6-dimethylphenyl)-5-oxo-5,6-dihydro-1,6-naphthyridine-8-carboxamide